ClC=1OC2=C(N1)C=C(C=C2)F 2-chloro-5-fluoro-1,3-benzoxazole